N=1C=NN2C1C=C(C=C2)OC2=C(C=C(C=C2)N2C=CC=1C=3C2=NC=NC3C=CC1NC(C=CC1N(CCC1)C)=O)C N-(4-(4-([1,2,4]triazolo[1,5-a]pyridin-7-yloxy)-3-methylphenyl)-4H-pyrido[2,3,4-de]quinazolin-7-yl)-3-(1-methylpyrrolidin-2-yl)acrylamide